4-(3-((2-((1-(2-(dimethylamino)ethyl)-3-methyl-1H-pyrazol-4-yl)amino)-5-(trifluoromethyl)pyridin-4-yl)amino)propyl)-1,4-oxazepan-5-one CN(CCN1N=C(C(=C1)NC1=NC=C(C(=C1)NCCCN1CCOCCC1=O)C(F)(F)F)C)C